{6-[(3R)-3-amino-3H-spiro[1-benzofuran-2,4'-piperidine]-1'-yl]-1H-pyrazolo[3,4-b]pyrazin-5-yl}methanol N[C@@H]1C2=C(OC13CCN(CC3)C3=C(N=C1C(=N3)NN=C1)CO)C=CC=C2